Methylbismuth Dipivalate C(C(C)(C)C)(=O)[O-].C(C(C)(C)C)(=O)[O-].C[Bi+2]